tert-butyl (4S)-4-(4-(6-(2,6-dioxopiperidin-3-yl)-2-methylpyridin-3-yl) piperazin-1-yl)-3,3-difluoropiperidine-1-carboxylate O=C1NC(CCC1C1=CC=C(C(=N1)C)N1CCN(CC1)[C@@H]1C(CN(CC1)C(=O)OC(C)(C)C)(F)F)=O